1-Methoxy-2-(2-methoxyethoxy)ethane 3-(5-{4-[(4-methoxyphenyl)methyl]-4H-1,2,4-triazol-3-yl}-3-methyl-1H-pyrazol-1-yl)propyl-acetate COC1=CC=C(C=C1)CN1C(=NN=C1)C1=CC(=NN1CCCOC(C)=O)C.COCCOCCOC